FC(COC1=NC(=NC=C1F)N1CCC(CC1)C(=O)N1CCOC2=C(C1)C=NC=C2C#N)F 4-(1-(4-(2,2-difluoroethoxy)-5-fluoropyrimidin-2-yl)piperidine-4-carbonyl)-2,3,4,5-tetrahydropyrido[3,4-f][1,4]oxazepine-9-carbonitrile